COC1=CC=C(CNC2=NC=CC(=C2C)C2=NNC3=NC(=CN=C32)N3CCC2(CCC[C@H]2N[C@H](C)C2=CC=C(C=C2)OC)CC3)C=C1 (R)-8-(3-(2-(4-Methoxybenzylamino)-3-methylpyridin-4-yl)-1H-pyrazolo[3,4-b]pyrazin-6-yl)-N-((R)-1-(4-methoxyphenyl)ethyl)-8-azaspiro[4.5]decan-1-amine